CC1=C(C=NO)C(=CC(=C1)O[Si](C(C)C)(C(C)C)C(C)C)C 2,6-dimethyl-4-triisopropylsiloxybenzaldoxime